BrC1=CC=C(CO[Si](C)(C)C(C)(C)C)C=C1 ((4-Bromobenzyl)oxy)(tert-butyl)dimethylsilane